(2R,4R)-4-(hydroxymethyl)-2-methyl-4-(2-methylprop-2-en-1-yl)piperidine-1-carboxylic acid tert-butyl ester C(C)(C)(C)OC(=O)N1[C@@H](C[C@](CC1)(CC(=C)C)CO)C